[N-(2-methoxy-2-oxoethyl) 4-methylbenzenesulfonamido]methylfuran-3-carboxylate COC(CN(S(=O)(=O)C1=CC=C(C=C1)C)COC(=O)C1=COC=C1)=O